C(C)(C)(C)OC(=O)N[C@@H]1C=C[C@H](C1)C(=O)O (1S,4S)-4-((tert-butoxycarbonyl)amino)cyclopent-2-ene-1-carboxylic acid